C(CC)N1CCC(CC1)C=1NC2=C(C=CC=C2C1)C(=O)N 2-(1-propylpiperidin-4-yl)-1H-indole-7-carboxamide